CC1=C(CC2=CC=C(S2)C=O)C=CC=C1 5-(2-methylbenzyl)thiophene-2-carbaldehyde